O-methoxycytidine-3'-phosphate P(=O)(O)(O)O[C@H]1[C@H]([C@@H](O[C@@H]1CO)N1C(=O)N=C(N)C=C1)OOC